C(C)OC[C@H](C(=O)NC=1C=CC=C2C(=CNC12)C1=NC(=NC=C1F)NC1=C(C(=CC=C1)S(=O)(=O)C)F)N1CCN(CC1)C (R)-3-Ethoxy-N-(3-(5-fluoro-2-((2-fluoro-3-(methylsulfonyl)phenyl)amino)pyrimidin-4-yl)-1H-indol-7-yl)-2-(4-methylpiperazin-1-yl)propanamid